[N+](=O)([O-])C1=CC=C(OC(=O)OCCOCCOCCNC(OC)=O)C=C1 methyl (2-(2-(2-(((4-nitrophenoxy)carbonyl)oxy)ethoxy)ethoxy)ethyl)carbamate